C(=O)(OCC1C2=CC=CC=C2C2=CC=CC=C12)[C@](N(C)C)(CS)C(=O)O Fmoc-dimethylcysteine